(S)-5-(3-(1-(5-fluoro-3-methylbenzofuran-2-yl)-2-methylpropyl)ureido)-N-methylnicotinamide FC=1C=CC2=C(C(=C(O2)[C@H](C(C)C)NC(NC=2C=NC=C(C(=O)NC)C2)=O)C)C1